C(C)(C)(C)OC(=O)NC(C(=O)OC(C)(C)C)CC1(CC1)F tert-butyl 2-[(tert-butoxycarbonyl)amino]-3-(1-fluorocyclopropyl)propanoate